[Se].[Rb] rubidium-selenium